N1=CC=CC2=C(C=CC=C12)C=1C=C2C(=CNC2=CC1)NC(=O)NC1=CC=C(C=C1)C(F)(F)F 1-(5-(quinolin-5-yl)-1H-indol-3-yl)-3-(4-(trifluoromethyl)phenyl)urea